2-(pyridine-2-yl)ethane-1-amine N1=C(C=CC=C1)CCN